C(CCCCC)S(=O)(=O)CCCCCC n-hexylsulfone